[In].[Ga].[Al] aluminium gallium indium